NC[C@@H]1N(CCCC1)C(=O)C1=CC2=C(N(C(=N2)C=2N(C3=CC=CC=C3C2)CC)C)C=C1 |r| (+/-)-(2-(Aminomethyl)piperidin-1-yl)(2-(1-ethyl-1H-indol-2-yl)-1-methyl-1H-benzo[d]imidazol-5-yl)methanon